cyclopropyl ((6-(isopropyl(methyl)amino)-1-oxo-tert-butyl 2,3-dihydro-1H-pyrrolo[3,4-c]pyridin-4-yl)methyl)carbamate C(C)(C)N(C1=CC2=C(C(=N1)CNC(OC1CC1)=O)CN(C2=O)C(C)(C)C)C